3-indoleformaldehyde N1C=C(C2=CC=CC=C12)C=O